C1(=CC=CC2=CC3=CC=CC=C3C=C12)S(=O)(=O)O.[Na] sodium anthracenesulfonic acid